C1=CC=CC=2C3=CC=CC=C3N(C12)CCO[Ti] (9H-carbazole-9-yl-ethyl-oxy)titanium